2-(4-fluorophenyl)isonicotinic acid FC1=CC=C(C=C1)C=1C=C(C(=O)O)C=CN1